tert-Butyl 2,3-dimethoxythieno[2,3-b]pyrazine-6-carboxylate COC=1N=C2C(=NC1OC)SC(=C2)C(=O)OC(C)(C)C